lithium ((2-(((1R*,2R*)-2-(3-((4,4-difluorocyclohexyl)amino)propyl)cyclopentyl)oxy)-6-methylpyridin-3-yl)sulfonyl)-L-prolinate FC1(CCC(CC1)NCCC[C@@H]1[C@@H](CCC1)OC1=NC(=CC=C1S(=O)(=O)N1[C@@H](CCC1)C(=O)[O-])C)F.[Li+] |o1:11,12|